FC=1C=C(C=C(C1)C(F)(F)F)NC(=O)C1=CSC=2CN(CCC21)CC2=CN=C1N2C=CC=C1 N-(3-fluoro-5-(trifluoromethyl)phenyl)-6-(imidazo[1,2-a]pyridin-3-ylmethyl)-4,5,6,7-tetrahydrothieno[2,3-c]pyridine-3-carboxamide